N1=C(N=CC(=C1)C(=O)N)C=1C=NC=NC1 [2,5'-bipyrimidine]-5-carboxamide